FC(C1=CC=C(OCCC=2C=C3C(=CNC3=CC2)NC(=O)C2CC3(C2)CCC3)C=C1)(F)F N-(5-(2-(4-(trifluoromethyl)phenoxy)ethyl)-1H-indol-3-yl)spiro[3.3]heptane-2-carboxamide